2-((5-(5-(difluoromethyl)-1,3,4-oxadiazol-2-yl)pyridin-2-yl)methyl)-7-(furan-2-yl)-4,4-dimethylisoquinoline-1,3(2H,4H)-dione FC(C1=NN=C(O1)C=1C=CC(=NC1)CN1C(C2=CC(=CC=C2C(C1=O)(C)C)C=1OC=CC1)=O)F